(4aS,7aR)-6-(1H-benzimidazol-5-yl)-4-methyl-2,3,4a,5,7,7a-hexahydropyrrolo[3,4-b][1,4]oxazine N1C=NC2=C1C=CC(=C2)N2C[C@H]1OCCN([C@H]1C2)C